2-(3-(2-((S)-2-methylazetidin-1-yl)-6-(trifluoromethyl)pyrimidin-4-yl)-1-(pyridin-3-yl)-3-azabicyclo[3.1.0]hex-6-yl)acetic acid sulfate S(=O)(=O)(O)O.C[C@@H]1N(CC1)C1=NC(=CC(=N1)N1CC2(C(C2C1)CC(=O)O)C=1C=NC=CC1)C(F)(F)F